2,2,3,3-tetrachloropropyltriethoxysilane ClC(C[Si](OCC)(OCC)OCC)(C(Cl)Cl)Cl